ClC1=CC=C(CCC2(CO2)C(C)(C)C)C=C1 2-(4-chlorophenethyl)-2-tert-butyl ethylene oxide